ClC1=CC=C(C=C1)NNC(=O)C1(CC1)NC(=O)C=1C(=NN(C1)C)C(F)F N-(1-(2-(4-chlorophenyl)hydrazine-1-carbonyl)-cyclopropyl)-3-(difluoromethyl)-1-methyl-1H-pyrazole-4-carboxamide